ClC1=CC=C(C=C1)C1=N[C@H](C=2N(C3=C1C(=C(S3)C)C)C(=NN2)C)CC(=O)OCC2=CC=C(C(=O)O)C=C2 (S)-4-((2-(4-(4-chlorophenyl)-2,3,9-trimethyl-6H-thieno[3,2-f][1,2,4]triazolo[4,3-a][1,4]diazepin-6-yl)acetoxy)methyl)benzoic acid